Benzyl 4-{[1-(tert-butoxycarbonyl)piperidin-4-yl]methyl}-3',3'-difluoro-[1,4'-bipiperidine]-1'-carboxylate C(C)(C)(C)OC(=O)N1CCC(CC1)CC1CCN(CC1)C1C(CN(CC1)C(=O)OCC1=CC=CC=C1)(F)F